Methyl-(R)-(1-(4-fluoro-3-(trifluoromethoxy)phenyl)cyclopropyl)(pyrrolidin-2-ylmethyl)-Carbamat COC(N(C[C@@H]1NCCC1)C1(CC1)C1=CC(=C(C=C1)F)OC(F)(F)F)=O